C(C)(C)(C)OC(=O)N1[C@@H](C[C@H](C1)O)C(=O)O trans-N-(tert-Butoxycarbonyl)-4-hydroxy-proline